5-(chloromethyl)-3-(rac-(1r,5r,6s)-3-(4-fluorophenyl)bicyclo[3.1.0]hex-2-en-6-yl)-1,2,4-oxadiazole ClCC1=NC(=NO1)[C@H]1[C@@H]2CC(=C[C@H]12)C1=CC=C(C=C1)F |r|